C1(CC1)C(CP(OCC)(=O)CC)C1=CC(=CC=C1)O ethyl (2-cyclopropyl-2-(3-hydroxyphenyl)ethyl)(ethyl)phosphinate